COC=1C(=NC(NC1)=O)N 5-methoxy-cytosine